FC1=C(C=CC(=C1O)F)C1=NN=C(S1)CN1C2(CC2)C(N(C1=O)[C@@H](COCC(=O)O)C)=O (R)-2-(2-(4-((5-(2,4-difluoro-3-hydroxyphenyl)-1,3,4-thiadiazol-2-yl)methyl)-5,7-dioxo-4,6-diazaspiro[2.4]heptan-6-yl)propoxy)acetic acid